4-benzoylphenyl (2-methacrylamidoethyl) carbonate C(OC1=CC=C(C=C1)C(C1=CC=CC=C1)=O)(OCCNC(C(=C)C)=O)=O